tert-butyl 8-methyl-7-(2-((3-((methylsulfonyl) methyl) phenyl) amino)-5,8-dihydropyrido[3,4-d]pyrimidin-7(6H)-yl)-2,3-dihydro-1H-pyrido[2,3-b][1,4]oxazine-1-carboxylate CC1=C(C=NC=2OCCN(C21)C(=O)OC(C)(C)C)N2CC=1N=C(N=CC1CC2)NC2=CC(=CC=C2)CS(=O)(=O)C